3,5-dichloro-4-methoxy-N-methylaniline ClC=1C=C(NC)C=C(C1OC)Cl